C[C@H]1CNC[C@@H](N1)C(=O)OC |r| rac-methyl (2R,6S)-6-methylpiperazine-2-carboxylate